[C@H]12N(C[C@H](CC1)C2)CC=2NC=1C(N(C=C(C1C2)C2CC2)C2=NC(=CC(=C2)C2=C(C=C(C=C2)F)C=2N(C=CN2)C)C2CC2)=O 2-({(1S,4R)-2-azabicyclo[2.2.1]hept-2-yl}methyl)-4-cyclopropyl-6-{6-cyclopropyl-4-[4-fluoro-2-(1-methyl-2-imidazolyl)phenyl]-2-pyridyl}-1,6-dihydro-1,6-diaza-7-indenone